N-((2-(6-((cis)-2,6-dimethylmorpholino)pyridin-2-yl)-1,6-naphthyridin-7-yl)methyl)-4-methyl-3-((3-((tetrahydro-2H-pyran-2-yl)oxy)propyl)sulfonyl)benzamide C[C@@H]1O[C@@H](CN(C1)C1=CC=CC(=N1)C1=NC2=CC(=NC=C2C=C1)CNC(C1=CC(=C(C=C1)C)S(=O)(=O)CCCOC1OCCCC1)=O)C